C1(=CC=CC=C1)C1=NN=C(S1)CNC(=O)C=1N=NN(C1)C1CN(C1)C(=O)OC(C)(C)C tert-butyl 3-(4-(((5-phenyl-1,3,4-thiadiazol-2-yl)methyl)carbamoyl)-1H-1,2,3-triazol-1-yl)azetidine-1-carboxylate